tert-butyl 4-[(5-chloro-thiophen-2-yl)(cyano)methylene]piperidine-1-carboxylate ClC1=CC=C(S1)C(=C1CCN(CC1)C(=O)OC(C)(C)C)C#N